6-chlorohexyltri-n-propoxysilane ClCCCCCC[Si](OCCC)(OCCC)OCCC